C(C1=CC=CC=C1)C(C(=O)N)C1=NC=C(C=C1)B1OC(C(O1)(C)C)(C)C benzyl-2-(5-(4,4,5,5-tetramethyl-1,3,2-dioxaborolan-2-yl)pyridin-2-yl)acetamide